8-Oxa-3-azabicyclo[3.2.1]octane hydrochloride Cl.C12CNCC(CC1)O2